C1(CC1)C=1N=CC2=CC3=C(C(=C2C1)S(NCC(C)C)(=O)=O)CC(C3)C(=O)NCC(C)(C)C 3-cyclopropyl-N-(2,2-dimethylpropyl)-5-(2-methylpropylsulfamoyl)-7,8-dihydro-6H-cyclopenta[g]isoquinoline-7-carboxamide